N(=NC(C#N)(CC(C)(OC)C)C)C(C#N)(CC(C)(C)OC)C 2,2'-azo-bis(4-methoxy-2,4-dimethylpentanenitrile)